5-ethyl-1-(3-fluoropyridin-2-yl)-1H-pyrazole-4-carboxylic acid C(C)C1=C(C=NN1C1=NC=CC=C1F)C(=O)O